(2-methyl-1,3-oxazol-5-yl)methylamine CC=1OC(=CN1)CN